OC1(CC(C1)(C1=NN=CN1C)C=1C=C(C=CC1)N1C(C2=CC(=CC(=C2C1)C(F)(F)F)CNC1(CCC1)C)=O)C 2-(3-((1r,3r)-3-hydroxy-3-methyl-1-(4-methyl-4H-1,2,4-triazol-3-yl)cyclobutyl)phenyl)-6-(((1-methylcyclobutyl)amino)methyl)-4-(trifluoromethyl)isoindolin-1-one